BrC=1C=CC(=NC1)C#N 5-bromo-2-cyanopyridine